IC=1C(=CC2=C(CCO2)C1)[N+](=O)[O-] 5-iodo-6-nitro-2,3-dihydrobenzofuran